1,2-bis(3,5-di-tert-butylhydroxyhydrocinnamoyl)hydrazine C(C)(C)(C)C=1C=C(CC(C(=O)NNC(C(CC2=CC(=CC(=C2)C(C)(C)C)C(C)(C)C)O)=O)O)C=C(C1)C(C)(C)C